4-benzyloxy-2-[2-(3,4-difluoro-2-methoxy-phenoxy)-5-fluoro-4-(trifluoromethyl)phenyl]-1,6-naphthyridine C(C1=CC=CC=C1)OC1=CC(=NC2=CC=NC=C12)C1=C(C=C(C(=C1)F)C(F)(F)F)OC1=C(C(=C(C=C1)F)F)OC